15-hydroperoxyeicosatetraenoic acid CCCCC[C@@H](/C=C/C=C\C/C=C\C/C=C\CCCC(=O)O)OO